2-(4-bromophenyl)-3-oxobutanenitrile BrC1=CC=C(C=C1)C(C#N)C(C)=O